C(C)(C)(C)OC(=O)N1C[C@H](CCC1)C(=O)N1CCN(CC1)C1=NC=C(C=N1)C(F)(F)F (S)-3-(4-(5-(trifluoromethyl)pyrimidin-2-yl)piperazine-1-carbonyl)piperidine-1-carboxylic acid tert-butyl ester